C(CC)OC(CCCCCCCC\C=C/CCO)OCCC (3Z)-13,13-dipropoxy-3-tridecen-1-ol